tert-Butyl 3-((2-amino-4-bromopyridin-3-yl)ethynyl)pyrrolidine-1-carboxylate NC1=NC=CC(=C1C#CC1CN(CC1)C(=O)OC(C)(C)C)Br